BrC=1C=C(C=C(C1)Cl)[C@@H](C)N (R)-1-(3-bromo-5-chlorophenyl)ethan-1-amine